C(C(O)C)(=O)O.C(CCCCCCCCCCCCCCC(C)C)C(C(=O)[Na])(O)C isostearyl-lactoyl-sodium lactate